C1(CC1)OC1=CC(=NC=C1)N1C(C(C2=CC(=CC=C12)C(=O)NC1(CCS(CC1)(=O)=O)C)(C)C)=O 1-(4-cyclopropoxypyridin-2-yl)-3,3-dimethyl-N-(4-methyl-1,1-dioxidotetra-hydro-2H-thiopyran-4-yl)-2-oxoindoline-5-carboxamide